2-((4-((7-Chloroquinolin-4-yl)amino)pentyl)(3-(trifluoromethyl)benzyl)amino)ethan-1-ol ClC1=CC=C2C(=CC=NC2=C1)NC(CCCN(CCO)CC1=CC(=CC=C1)C(F)(F)F)C